6-[trans-4-(4-{trans-4-[4-Methyl-5-({[4-(trifluoromethyl)pyridin-2-yl]oxy}methyl)-4H-1,2,4-triazol-3-yl]cyclohexyl}-1H-pyrazol-1-yl)cyclohexyl]-1-oxa-6-azaspiro[3.3]heptane CN1C(=NN=C1COC1=NC=CC(=C1)C(F)(F)F)[C@@H]1CC[C@H](CC1)C=1C=NN(C1)[C@@H]1CC[C@H](CC1)N1CC2(CCO2)C1